NC1=NN2C(C=C(C=C2)C=2C=C(C(=NC2)OC)C(=O)N[C@@H]2CN(CC2)CC2=CC=CC=C2)=N1 5-{2-amino-[1,2,4]triazolo[1,5-a]pyridin-7-yl}-N-[(3S)-1-benzylpyrrolidin-3-yl]-2-methoxypyridine-3-carboxamide